NC1=NN2C(C=C(C=C2)C=2C=NC=3CCN(C(C3C2)=O)C(C)C2=C(C=CC(=C2)OC(F)(F)F)F)=N1 3-(2-amino-[1,2,4]triazolo[1,5-a]pyridin-7-yl)-6-(1-(2-fluoro-5-(trifluoromethoxy)phenyl)ethyl)-7,8-dihydro-1,6-naphthyridin-5(6H)-one